tris(4,5-dimethylbenzyl)benzotriazole CC1=CC=C(CC=2C(=C(C3=C(NN=N3)C2)CC2=CC=C(C(=C2)C)C)CC2=CC=C(C(=C2)C)C)C=C1C